(R)-2-(3-((6-chloro-5-methylpyridazin-3-yl)amino)piperidin-1-yl)acetonitrile ClC1=C(C=C(N=N1)N[C@H]1CN(CCC1)CC#N)C